(3-(1-(2-fluoro (trifluoromethyl)benzyl)-2-oxo-1,2-dihydropyridin-4-yl)-5-morpholino-1H-pyrrolo[2,3-b]pyridin-1-yl)methyl dihydrogen phosphate P(=O)(OCN1C=C(C=2C1=NC=C(C2)N2CCOCC2)C2=CC(N(C=C2)C(C2=C(C=CC=C2)F)C(F)(F)F)=O)(O)O